O1C(=CC=C1)C1=NC2=CC=CC=C2C=N1 2-(2-furyl)quinazoline